C(CCCCCCCCCCC)SSCCC(=O)OCC(CN(C)C)OC(CCSSCCCCCCCCCCCC)=O 3-(Dimethylamino)propane-1,2-diyl bis(3-(dodecyldisulfanyl)propanoate)